((4-methyl-6-oxospiro[2.5]octane-4-yl)methyl)-1H-benzo[d]imidazole-6-carbonitrile CC1(C2(CC2)CCC(C1)=O)CN1C=NC2=C1C=C(C=C2)C#N